FC(C=1C=C(C=C(C1)C(F)(F)F)C1=NN(C=N1)\C=C/C(=O)NN1C(COCC1)=O)(F)F (Z)-3-(3-(3,5-bis(trifluoromethyl)phenyl)-1H-1,2,4-triazol-1-yl)-N-(3-oxomorpholino)acrylamide